ClC1=CC=C(C=N1)NC1=NC=CC2=CC(=CC=C12)OC1CC2(CC(C2)O)C1 6-((1-((6-chloropyridin-3-yl)amino)isoquinolin-6-yl)oxy)spiro[3.3]heptan-2-ol